N-(2-((2-(bis(methyl-d3)amino)ethyl)(methyl)amino)-5-((4-((4,5-difluoro-2-(2-hydroxypropan-2-yl)phenyl)amino)-1,3,5-triazin-2-yl)amino)-4-methoxyphenyl)acrylamide C([2H])([2H])([2H])N(CCN(C1=C(C=C(C(=C1)OC)NC1=NC=NC(=N1)NC1=C(C=C(C(=C1)F)F)C(C)(C)O)NC(C=C)=O)C)C([2H])([2H])[2H]